3-propylene biscarbamate C(N)(OCC(C)OC(N)=O)=O